{4-[5-hydroxy-5-(trifluoromethyl)-4,5-dihydro-1,2-oxazol-3-yl]phenyl}(phenyl)methanone OC1(CC(=NO1)C1=CC=C(C=C1)C(=O)C1=CC=CC=C1)C(F)(F)F